C1(COCC(=O)OCCCCO1)=S butylene thiodiglycolate